(E)-5-Decen CCCC\C=C\CCCC